BrC=1C=C2C(=CC(NC2=CC1)=O)C1=CC(=CC=C1)OC 6-bromo-4-(3-methoxyphenyl)quinolin-2(1H)-one